benzyl 2-(4-formyl-2-methoxyphenoxy)-acetate C(=O)C1=CC(=C(OCC(=O)OCC2=CC=CC=C2)C=C1)OC